FC=1C=C(C=CC1OC)C1=CN=C2N1C=CN=C2NC2=CC(=C(C(=O)NCC1NCCOC1)C=C2)C 4-[[3-(3-fluoro-4-methoxyphenyl)imidazo[1,2-a]pyrazin-8-yl]amino]-2-methyl-N-(morpholin-3-ylmethyl)benzamide